NCC=1C=C(C=CC1)C1=CC(=CC=2C=COC21)COC2=C(C=CC(=C2)CNC(CCCCCC)=O)CC(=O)OCC ethyl 2-(2-((7-(3-(aminomethyl)phenyl)benzofuran-5-yl)methoxy)-4-(heptanamidomethyl)phenyl)acetate